1-(bromomethyl)-3-(ethylsulfonyl)benzene BrCC1=CC(=CC=C1)S(=O)(=O)CC